BrC=1C=2C(C(=NC1)Cl)=NN(C2)C 4-bromo-7-chloro-2-methyl-pyrazolo[3,4-c]pyridine